2-(6-(4-cyclopropyl-4H-1,2,4-triazol-3-yl)pyridin-2-yl)-5-(morpholin-4-carbonyl)isoindolin-1-one C1(CC1)N1C(=NN=C1)C1=CC=CC(=N1)N1C(C2=CC=C(C=C2C1)C(=O)N1CCOCC1)=O